C(=C)C1=CC(=C(C(=C1)OC)[O-])OC 4-ethenyl-2,6-dimethoxyphenolate